bis(methoxymethoxy)-5-methyl-4'-pentyl-1,2,3,4-tetrahydro-1,1'-biphenyl COCOC1C(C=C(CC1)C)(C1=CC=C(C=C1)CCCCC)OCOC